ClC(C(=O)N1CCCCCC1)Cl 1-Dichloroacetyl-azepan